C1(=CC=CC=C1)OC(O)=O.C(CC)OC=1C(C(=O)O)=CC=CC1.C(CC)OC=1C(C(=O)O)=CC=CC1 bis(n-propyl salicylate) phenyl-carbonate